(cyanomethyl)-3-(cyclopropylmethylamino)azetidine-1-carboxylic acid tert-butyl ester C(C)(C)(C)OC(=O)N1C(C(C1)NCC1CC1)CC#N